5-phenyl-isophthalic acid C1(=CC=CC=C1)C=1C=C(C=C(C(=O)O)C1)C(=O)O